CN(CCNC(=O)C=1N(C2=CC(=CC=C2C1)NC1=CC=C(C=C1)OC)CC(=O)C1=CC=C(C=C1)OC)C N-(2-(dimethylamino)ethyl)-1-(2-(4-methoxyphenyl)-2-oxoethyl)-6-((4-methoxyphenyl)amino)-1H-indole-2-carboxamide